C(C)OC(=O)C=1[C@@H](NC(NC1C)=O)C1=C(C(=CC=C1)F)C (4S)-4-(3-fluoro-2-methyl-phenyl)-6-methyl-2-oxo-3,4-dihydro-1H-pyrimidine-5-carboxylic acid ethyl ester